ClC1=C2C=CN=C(C2=CC=C1)NC=1C=CC(=NC1)C(=O)NC1CC2=CC=CC=C2CC1 5-((5-chloroisoquinolin-1-yl)amino)-N-(1,2,3,4-tetrahydronaphthalen-2-yl)pyridinecarboxamide